ClC=1N=C(C2=C(N1)C(=C(N=C2)C2=CC=CC1=CC=CC(=C21)C#C[Si](C(C)C)(C(C)C)C(C)C)F)NCC2(CCC2)N(C)C 2-chloro-N-((1-(dimethylamino)cyclobutyl)methyl)-8-fluoro-7-(8-((triisopropylsilyl)ethynyl)naphthalen-1-yl)pyrido[4,3-d]pyrimidin-4-amine